CN1C(=CC=2C1=NC(=CN2)C(=O)N2CC(CCC2)COC=2C(=NC=CC2)C(F)(F)F)C2=CC=CC=C2 (5-Methyl-6-phenyl-5H-pyrrolo[2,3-b]pyrazin-3-yl)(3-(((2-(trifluoromethyl)pyridin-3-yl)oxy)methyl)piperidin-1-yl)methanone